C(#N)C1=C(C=CC(=C1)N1CC2C(C2C1)(F)F)CN1C=NC(=C1)C(=O)OCC ethyl 1-[(2-cyano-4-{6,6-difluoro-3-azabicyclo[3.1.0]hex-3-yl} phenyl) methyl]-1H-imidazole-4-carboxylate